COC(=O)C1=C(N=NC(=C1C)C1=CC=C(C=C1)C)OC1=C(C=C(C=C1)C#N)OC.C1CC(C)OS1(=O)=O 3-butanesultone methyl-3-(4-cyano-2-methoxy-phenoxy)-5-methyl-6-(p-tolyl)pyridazine-4-carboxylate